4-[5-(methyleneamino)-1-[(Z)-1-[2-(2-pyridyl)propylamino]prop-1-enyl]pyrazol-4-yl]-N-(2-morpholinoethyl)benzamide C=NC1=C(C=NN1\C(=C/C)\NCC(C)C1=NC=CC=C1)C1=CC=C(C(=O)NCCN2CCOCC2)C=C1